N1N=C(C=C1)CC1=CN2C(=C(C3=C2C=NN(C3=O)CC3=NN(C=C3)C)C)S1 2-((1H-pyrazol-3-yl)methyl)-9-methyl-7-((1-methyl-1H-pyrazol-3-yl)methyl)thiazolo[3',2':1,5]pyrrolo[2,3-d]pyridazin-8(7H)-one